[5-[[1-[2-(aminomethyl)-3,3-difluoro-allyl]-5-oxo-1,2,4-triazol-4-yl]methyl]-2-thienyl]-1-methyl-3,4-dihydroquinolin-2-one trifluoroacetate FC(C(=O)O)(F)F.NCC(CN1N=CN(C1=O)CC1=CC=C(S1)C1C(N(C2=CC=CC=C2C1)C)=O)=C(F)F